platinum-platinum-rhodium [Rh].[Pt].[Pt]